C(C)(C)(C)OC(=O)N1CC(CC1)C1=CC(=NC=C1)CN1C(C2=CC=CC=C2C1=O)=O 3-(2-((1,3-dioxoisoindolin-2-yl)methyl)pyridin-4-yl)pyrrolidine-1-carboxylic acid tert-butyl ester